BrCCC=CCCC(C=C)=C=O 1-bromo-7-carbonyl-3,8-nonadiene